tert-butyl 7-(7-{[6-(methanesulfonylmethyl) pyridin-3-yl] amino}-1,2,3,4-tetrahydro-2,6-naphthyridin-2-yl)-8-methyl-1H,2H,3H-pyrido[2,3-b][1,4]oxazine-1-carboxylate CS(=O)(=O)CC1=CC=C(C=N1)NC1=NC=C2CCN(CC2=C1)C1=C(C2=C(OCCN2C(=O)OC(C)(C)C)N=C1)C